[Si](C1=CC=CC=C1)(C1=CC=CC=C1)(C(C)(C)C)OC[C@@H](C(=O)OC)C methyl (S)-3-((tert-butyldiphenylsilyl) oxy)-2-methylpropionate